ClC=1C=C2CC[C@H](C2=CC1)NC(C1=CC=C(C=C1)NS(=O)(=O)CC)=O N-[(1R)-5-chloroindan-1-yl]-4-(ethylsulfonylamino)benzamide